(S)-1-((tert-Butoxycarbonyl)amino)-1,3-dihydrospiro[indene-2,4'-piperidine] C(C)(C)(C)OC(=O)N[C@@H]1C2=CC=CC=C2CC12CCNCC2